NC1=NC=2C(=CC=CC2C=2N1C=C(N2)C(=O)N2CC1=CC=C(C=C1CC2)C2=CC(=C(C=C2)F)F)F (5-amino-7-fluoroimidazo[1,2-c]quinazolin-2-yl)(6-(3,4-difluorophenyl)-3,4-dihydroisoquinolin-2(1H)-yl)methanone